selenocholesterol CC(C)CCC[C@@H](C)[C@H]1CC[C@H]2[C@@H]3CC=C4C[C@@H]([SeH])CC[C@]4(C)[C@H]3CC[C@]12C